C(C=C)N\C(=C/C(=O)OC)\C1=CC=CC=C1 methyl (Z)-3-(allylamino)-3-phenylacrylate